C(#N)C1(CC1)C1=CC=CC(=N1)N1CC(CCC1)C(=O)O 1-(6-(1-cyanocyclopropyl)pyridin-2-yl)piperidine-3-carboxylic acid